(1H-pyrazol-3-yl)-4-(2-(thiophen-3-yl)ethoxy)quinolin-2-amine N1N=C(C=C1)C=1C(=NC2=CC=CC=C2C1OCCC1=CSC=C1)N